COC=1C=C(/C=C/C2=CC=C(OCC(COC(COCC(CO)(CO)CO)COCC(CO)(CO)CO)(CO)CO)C=C2)C=C(C1)OC (E)-2,2'-(((2-(3-(4-(3,5-dimethoxystyryl)phenoxy)-2,2-bis(hydroxymethyl)propoxy)propane-1,3-diyl)bis(oxy))bis(methylene))bis(2-(hydroxymethyl)propane-1,3-diol)